(8-bromo-3-chloroisoquinolin-5-yl)-2,2-difluoro-1-butanol BrC=1C=CC(=C2C=C(N=CC12)Cl)C(C(CC)(F)F)O